CN(C1=NC=C(C(=N1)C)C(=O)NC(C(=O)O)C=CC(C)(C)C)C 2-[2-(dimethylamino)-4-methyl-5-pyrimidinylcarbonylamino]-5,5-dimethyl-3-hexenoic acid